2-[2-(2-fluoro-phenyl)-2-oxo-ethyl]-malononitrile FC1=C(C=CC=C1)C(CC(C#N)C#N)=O